3-(difluoromethoxy)-5-methoxypyridin-2-amine FC(OC=1C(=NC=C(C1)OC)N)F